ClC1=CC=CC(=N1)C1=NC(=NC(=N1)NC1=CC(=NC=C1)C(F)(F)F)NC(C(C)(C)C)O [4-(6-chloro-pyridin-2-yl)-6-(2-trifluoromethyl-pyridin-4-ylamino)-[1,3,5]triazin-2-ylamino]-2,2-dimethyl-propan-1-ol